Cl.Cl.N[C@H](CCNC1CCSCC1)C [(3S)-3-Aminobutyl]tetrahydro-2H-thiopyran-4-ylamine dihydrochloride